tert-butyl (S)-4-(3-((1-(4-((1-(tert-butoxycarbonyl)pyrrolidin-3-yl)oxy)-3-(4-(tert-butyl)cyclohexyl)benzoyl)piperidin-4-yl)oxy)-4-(methylcarbamoyl)phenyl)piperazine-1-carboxylate C(C)(C)(C)OC(=O)N1C[C@H](CC1)OC1=C(C=C(C(=O)N2CCC(CC2)OC=2C=C(C=CC2C(NC)=O)N2CCN(CC2)C(=O)OC(C)(C)C)C=C1)C1CCC(CC1)C(C)(C)C